O.O.C1(=CC=CC=C1)S(=O)[O-].[Zn+2].C1(=CC=CC=C1)S(=O)[O-] zinc benzenesulfinate dihydrate